C(C)OC1=C(C=C(C=C1C)C=1C=C2CC(C(C2=CC1OC)NC(O[C@@H]1CN2CCC1CC2)=O)(C)C)C (S)-quinuclidin-3-yl (5-(4-ethoxy-3,5-dimethylphenyl)-6-methoxy-2,2-dimethyl-2,3-dihydro-1H-inden-1-yl)carbamat